FC(C=1C=C(C=CC1)N1CC(CC1=O)C(=O)O)F 1-[3-(difluoromethyl)phenyl]-5-oxopyrrolidine-3-carboxylic acid